2-{3-[(2S)-azetidin-2-ylmethoxy]pyridin-4-yl}-3-[(3-fluoro-2-methoxyphenyl)amino]-1H,5H,6H,7H-pyrrolo[3,2-c]pyridin-4-one N1[C@@H](CC1)COC=1C=NC=CC1C1=C(C=2C(NCCC2N1)=O)NC1=C(C(=CC=C1)F)OC